C12(CCCC1)OC=1C=CC=CC1C=1N=NC(=CC12)N1N=C(N=C1N)NC1=CC(=C(C=C1)N1CCC(CC1)N1CCCC1)F 1-(spiro[chromeno[4,3-c]pyridazine-5,1'-cyclopentane]-3-yl)-N3-(3-fluoro-4-(4-(pyrrolidin-1-yl)piperidin-1-yl)phenyl)-1H-1,2,4-triazole-3,5-diamine